ClC=1C=C2C[C@]3(C(=NN(CO3)C(=O)N(C3=CC=C(C=C3)OC(F)(F)F)C(=O)OC)C2=CC1)C(=O)OC (S)-methyl 7-chloro-2,5-dihydro-2-[[(methoxycarbonyl)[4-(trifluoromethoxy)phenyl]amino]carbonyl]indeno[1,2-e][1,3,4]oxadiazine-4a(3H)-carboxylate